2-(9-isopropyl-7,10-dioxo-6-(4-(trifluoromethyl)benzyl)-2,6,9-triazaspiro[4.5]decan-2-yl)isonicotinamide C(C)(C)N1CC(N(C2(CCN(C2)C=2C=C(C(=O)N)C=CN2)C1=O)CC1=CC=C(C=C1)C(F)(F)F)=O